N-[2-(6-chloro-2-pyridyl)-2-(1-methylpyrazol-4-yl)propyl]-5-(2,4-difluorophenyl)isoxazole-3-carboxamide ClC1=CC=CC(=N1)C(CNC(=O)C1=NOC(=C1)C1=C(C=C(C=C1)F)F)(C)C=1C=NN(C1)C